C(C)(C)(C)OC(C(C)(C)ON=C(C)C=1C=C(C=C(C1)OC)NC(C(=O)O)C1=C(C=C(C=C1)Cl)OCCO[Si](C)(C)C(C)(C)C)=O 2-((3-(1-(((1-(tert-butoxy)-2-methyl-1-oxopropan-2-yl)oxy)imino)ethyl)-5-methoxyphenyl)amino)-2-(2-(2-((tert-butyldimethylsilyl)oxy)ethoxy)-4-chlorophenyl)acetic acid